CN(CCOC1=C(C=C(C(=C1)OC)NC1=NC=CC(=N1)C1=CN(C2=CC=CC=C12)CCF)N)C 4-(2-(dimethylamino)ethoxy)-N1-(4-(1-(2-fluoroethyl)-1H-indol-3-yl)pyrimidin-2-yl)-6-methoxybenzene-1,3-diamine